1-(4-chlorophenyl)-3-(1h-1,2,4-triazole-1-ylmethyl)-4,4-dimethyl-3-pentanol ClC1=CC=C(C=C1)CCC(C(C)(C)C)(O)CN1N=CN=C1